(2-(2-Benzyl-4-methylphenoxy)ethyl)-4-methylpiperazine C(C1=CC=CC=C1)C1=C(OCCN2CCN(CC2)C)C=CC(=C1)C